(S)-1-((S)-1-(2-((S)-Amino((1r,4S)-4-fluorocyclohexyl)methyl)-benzo[d]oxazol-5-yl)-2-methoxyethyl)-4-(trifluoromethyl)imidazolidin-2-one N[C@H](C=1OC2=C(N1)C=C(C=C2)[C@@H](COC)N2C(N[C@@H](C2)C(F)(F)F)=O)C2CCC(CC2)F